ClC1=CC=C(C=C1)C[C@@H](CC(=O)OC(C1=C(C=CC=C1)Cl)(C1=CC=CC=C1)C1=CC=CC=C1)NC chloro-trityl (S)-4-(4-chlorophenyl)-3-(methylamino)butanoate